OCC(C)(C)N1N=C(C=C1)N\C(\C)=C\1/C(NC2=CN=C(C=C21)C=2C=NC=CC2C)=O (Z)-3-(1-((1-(1-Hydroxy-2-methylpropan-2-yl)-1H-pyrazol-3-yl)amino)ethylidene)-5-(4-methylpyridin-3-yl)-1H-pyrrolo[2,3-c]pyridin-2(3H)-one